2-(2-acetyl-3-bromo-5-fluorophenyl)acetic acid C(C)(=O)C1=C(C=C(C=C1Br)F)CC(=O)O